N-(4-(4-amino-2,7-dimethyl-7H-pyrrolo[2,3-d]pyrimidin-5-yl)-3-methylphenyl)-2-(3-ethylphenyl)-2-hydroxyacetamide NC=1C2=C(N=C(N1)C)N(C=C2C2=C(C=C(C=C2)NC(C(O)C2=CC(=CC=C2)CC)=O)C)C